C1(=CC=C(C=C1)C[C@@H](C(=O)NC(C)C)N)C1=CC=CC=C1 (S)-3-([1,1'-biphenyl]-4-yl)-2-amino-N-isopropylpropanamide